CN1C(C=C(C=C1)N1N=NC(=C1)CNC)=O 1-methyl-4-(4-((methylamino)methyl)-1H-1,2,3-triazol-1-yl)pyridin-2(1H)-one